(4-(pyrazolo[1,5-a]pyrimidin-7-yl)cyclohexyl)acetic acid N1=CC=C2N1C(=CC=N2)C2CCC(CC2)CC(=O)O